C1[C@H]([C@H]([C@H](O[C@]1(C(=O)[O-])O)[C@@H](COP(=O)([O-])[O-])O)O)O The molecule is a carbohydrate acid anion obtained by deprotonation of the carboxy and phospho groups of 3-deoxy-alpha-D-manno-2-octulosonic acid 8-phosphate; major species at pH 7.3. It is a carbohydrate acid derivative anion, a monocarboxylic acid anion and an organophosphate oxoanion. It is a conjugate base of a 3-deoxy-alpha-D-manno-2-octulosonic acid 8-phosphate.